1-(tert-butyl) 4-methyl 4-((3-fluoro-6-(thiazol-2-ylamino) pyridin-2-yl) methyl)-2-methylpiperidine-1,4-biscarbamate FC=1C(=NC(=CC1)NC=1SC=CN1)CC1(CC(N(CC1)NC(=O)OC(C)(C)C)C)NC(=O)OC